FC1=CC(=C(C=C1)OB(O)O)[N+](=O)[O-] (4-fluoro-2-nitrophenyl)boric acid